FC1=C(C=C(C=C1)F)C1=C(C(=NC=C1)C1CNC[C@H](O1)C)NC(=O)C=1C=NC(=NC1)C(C)C N-(4-(2,5-difluorophenyl)-2-((6R)-6-methylmorpholin-2-yl)pyridin-3-yl)-2-isopropylpyrimidine-5-carboxamide